iron-vanadium-cobalt [Co].[V].[Fe]